O1CC(C1)OC=1C=C(C=CC1)C(CC(C(=O)OCC)=O)=O Ethyl 4-[3-(oxetan-3-yloxy)-phenyl]-2,4-dioxobutanoate